FC1=C(C=C(C=C1)[C@@]1(C[C@@H](N[C@@H](C1)C=1N=NN(C1)C)C)O)C (2S,4S,6S)-4-(4-fluoro-3-methyl-phenyl)-2-methyl-6-(1-methyltriazol-4-yl)piperidin-4-ol